2-chloro-4-(7-fluoro-2-methyl-1-oxo-1,2-dihydroisoquinolin-4-yl)-6-methoxybenzoic acid ClC1=C(C(=O)O)C(=CC(=C1)C1=CN(C(C2=CC(=CC=C12)F)=O)C)OC